BrC1=CC=C(C=C1)N1CC(OCC1)(C)C 4-(4-bromophenyl)-2,2-dimethylmorpholine